FC(C1=CC=C(C=C1)N1N=NC(=C1COC1=CC=C(N=N1)N1C(NC(C1=O)(C)C)=O)C)F 3-(6-((1-(4-(Difluoromethyl)phenyl)-4-methyl-1H-1,2,3-triazol-5-yl)methoxy)pyridazine-3-yl)-5,5-dimethylimidazolidine-2,4-dione